5-(2-butoxybenzoyl)-3-(octahydro-2H-quinolizin-2-yl)-benzofuran hexyne-1,6-dioate C(C#CCCC(=O)O)(=O)O.C(CCC)OC1=C(C(=O)C=2C=CC3=C(C(=CO3)C3CC4CCCCN4CC3)C2)C=CC=C1